OC(C(=O)N1CC2=C(N=C(NC2=O)C2(CC2)C2=CC=CC=C2)CC1)C1=CC(=CC=C1)O 6-(2-hydroxy-2-(3-hydroxyphenyl)acetyl)-2-(1-phenylcyclopropyl)-5,6,7,8-tetrahydropyrido[4,3-d]pyrimidin-4(3H)-one